C(C)OC1OC2=C(O1)C(=CC(=C2)C(=O)OC)OCCOCCOCCOCC2=CC=C(C=C2)OC Methyl 2-ethoxy-7-(2-(2-(2-((4-methoxybenzyl)oxy)ethoxy)ethoxy)ethoxy)-benzo[d][1,3]dioxole-5-carboxylate